F[B-](F)(F)F.OC(C)C=1N(C(=NC1)C)C 1-hydroxyethyl-2,3-dimethylimidazole tetrafluoroborate